tert-butyl (2-(2-oxo-2-(4-(trifluoromethyl)phenyl)ethoxy)ethyl)carbamate O=C(COCCNC(OC(C)(C)C)=O)C1=CC=C(C=C1)C(F)(F)F